trans-2-(methoxymethyl)cyclopropylboronic acid COC[C@H]1[C@@H](C1)B(O)O